CC(CC(C)C)NC1=CC=2C(C3=CC=CC=C3NC2C=C1)=O 2-(1,3-dimethylbutylamino)-acridin-9(10H)-one